isobutyl 5-(1-aminoisoquinolin-5-yl)-3-(2-(2-ethoxy-2-oxoethyl) phenoxy)-2,3-dihydrospiro[indene-1,4'-piperidine]-1'-carboxylate NC1=NC=CC2=C(C=CC=C12)C=1C=C2C(CC3(CCN(CC3)C(=O)OCC(C)C)C2=CC1)OC1=C(C=CC=C1)CC(=O)OCC